furo[2,3-d]pyrimidone N1C(N=CC2=C1OC=C2)=O